C1(CC1)CN1C2CC(CC1CC2)N2CCC(CC2)C2=CC(=C1C(=N2)N(C(=N1)C1=CC=C(C=C1)S(=O)(=O)C)C)C 5-(1-(8-(cyclopropylmethyl)-8-azabicyclo[3.2.1]oct-3-yl)piperidin-4-yl)-3,7-dimethyl-2-(4-(methylsulfonyl)phenyl)-3H-imidazo[4,5-b]pyridine